1-(4-chloro-2-methoxy-3-methylphenyl)cyclopropane-1-carboxylic acid ClC1=C(C(=C(C=C1)C1(CC1)C(=O)O)OC)C